C1(CC1)C1=CC=C(C=C1)C1=C(C(N(N1C)C1=NC=CC=C1C(F)(F)F)=O)NC(C1=CC=C(C=C1)OC(F)F)=O N-[5-(4-cyclopropylphenyl)-1-methyl-3-oxo-2-[3-(trifluoromethyl)pyridin-2-yl]-2,3-dihydro-1H-pyrazol-4-yl]-4-(difluoromethoxy)benzamide